C(C)C1=C(C=NC(=C1)N1CCN(CC1)C)NC1=NC=C(C(=N1)NCCCN1CCOCCC1=O)C(F)(F)F 4-(3-((2-((4-ethyl-6-(4-methylpiperazin-1-yl)pyridin-3-yl)amino)-5-(trifluoromethyl)pyrimidin-4-yl)amino)propyl)-1,4-oxazepan-5-one